C(C)(C)(C)N1CCC(CC1)N1N=NC(=C1)[C@H](C=1C=NC=CC1)NC=1C=C2C(=C(C=NC2=C(C1)Cl)C#N)NC1=CC(=C(C=C1)F)Cl (S)-6-(((1-(1-(tert-butyl)piperidin-4-yl)-1H-1,2,3-triazol-4-yl)(pyridin-3-yl)methyl)amino)-8-chloro-4-((3-chloro-4-fluorophenyl)amino)quinoline-3-carbonitrile